{3-[4-(7-{[2-(Trimethylsilyl)ethoxy]methyl}-7H-pyrrolo[2,3-d]pyrimidin-4-yl)-1H-pyrazol-1-yl]azetidin-3-yl}acetonitrile dihydrochloride Cl.Cl.C[Si](CCOCN1C=CC2=C1N=CN=C2C=2C=NN(C2)C2(CNC2)CC#N)(C)C